BrC=1OC2=C(C1C1=CC=CC=C1)C=CC=C2 2-Bromo-3-phenylbenzofuran